CCCCCCCCCCCCCCCCCCCCCC(=O)OC(CC(=O)[O-])C[N+](C)(C)C behenoylcarnitine